C1(CC1)C=1C=C(C=C(C1)C1=C(C=C(C=C1)F)C1=NN=CN1C)C=1OC2=C(N1)C=C(C=C2C(F)(F)F)CNCCOC N-((2-(5-Cyclopropyl-4'-fluoro-2'-(4-methyl-4H-1,2,4-triazol-3-yl)-[1,1'-biphenyl]-3-yl)-7-(trifluoromethyl)benzo[d]oxazol-5-yl)methyl)-2-methoxyethan-1-amine